N-(4-amino-2-oxobicyclo[2.2.2]octan-1-yl)-2-(4-chloro-3-fluorophenoxy)acetamide NC12CC(C(CC1)(CC2)NC(COC2=CC(=C(C=C2)Cl)F)=O)=O